7-(6-bromopyridin-3-yl)-9-oxa-3,7-diazabicyclo[3.3.1]nonane-3-carboxylic acid tert-butyl ester C(C)(C)(C)OC(=O)N1CC2CN(CC(C1)O2)C=2C=NC(=CC2)Br